ClC1=CC=C(C=C1)C=1C(=C(SC1)NC(C1=C(C=CC=C1Cl)Cl)=O)C(=O)O 4-(4-chlorophenyl)-2-(2,6-dichlorobenzamido)thiophene-3-carboxylic acid